C(C)OC(=O)C1(CSCC1O)N1C2=NC=NC(=C2N=C1)SCCCC (±)-Ethyl-3-(6-(butylthio)-9H-purin-9-yl)-4-hydroxytetrahydrothiophene-3-carboxylate